aminolysin NN[C@@H](CCCCN)C(=O)O